COC=1C=C(OCCN2C(=C(C3=CC=CC=C23)C=O)C)C=CC1 (2-(3-methoxyphenoxy)ethyl)-2-methyl-1H-indole-3-carbaldehyde